CC(=CCNC1=C2N=CN(C2=NC=N1)[C@H]1[C@H](O)[C@@H](O)[C@H](O)[C@H](O1)CO)C 6-(3,3-dimethylallylamino)-9-β-D-glucopyranosylpurine